methyl (2-(4-((tert-butoxycarbonyl)amino)phenyl)thiazole-4-carbonyl)-L-alaninate C(C)(C)(C)OC(=O)NC1=CC=C(C=C1)C=1SC=C(N1)C(=O)N[C@@H](C)C(=O)OC